[K+].P(=O)([O-])([O-])OCCCCCCCCCCCCCCCC.[K+] n-hexadecanol phosphate potassium salt